FC(OC=1C=C(C=CC1)C(CNC1(CC1)CC#N)=O)F 2-(1-((2-(3-(difluoromethoxy)phenyl)-2-oxoethyl)amino)cyclopropyl)acetonitrile